N-(4-(5-(chlorodifluoromethyl)-1,2,4-oxadiazol-3-yl)benzyl)cyclopropanecarboxamide ClC(C1=NC(=NO1)C1=CC=C(CNC(=O)C2CC2)C=C1)(F)F